2-(4-Benzylpiperazin-1-yl)pyridin-3-amine C(C1=CC=CC=C1)N1CCN(CC1)C1=NC=CC=C1N